BrC=1C(=NC(=NC1)NC=1C(=NC=C(C1)C=1C=NN(C1)C)OC)NC=1C(=C2N=CC=NC2=CC1)OP(C)C (6-((5-bromo-2-((2-methoxy-5-(1-methyl-1H-pyrazol-4-yl)pyridin-3-yl)amino)pyrimidin-4-yl)amino)quinoxalin-5-yloxy)dimethylphosphine